BrC1=CC=C(C=2N1C=CN2)NC(=O)NC2=NOC(=C2)C2(CC2)C 1-(5-bromoimidazo[1,2-a]pyridin-8-yl)-3-(5-(1-methylcyclopropyl)isoxazol-3-yl)urea